C(C)(C)(C)C1=NN(C=C1O)CC 3-tert-butyl-1-ethyl-4-hydroxy-pyrazol